{3',4'-dihydro-1'H-spiro[cyclopentane-1,2'-naphthalene]-5'-yl}carbamic acid tert-butyl ester C(C)(C)(C)OC(NC1=C2CCC3(CC2=CC=C1)CCCC3)=O